tellurium erbium [Er].[Te]